2-chloro-N-(5-phenylpyridin-2-yl)-5-(trifluoromethyl)pyrimidin-4-amine ClC1=NC=C(C(=N1)NC1=NC=C(C=C1)C1=CC=CC=C1)C(F)(F)F